C1=C(N=C2C(=O)NC(=NC2=N1)N)CNCCCC[C@H](C(=O)O)N The molecule is a D-lysine derivative in which D-lysine is substituted on N(6) by a (2-amino-4-oxo-3,4-dihydropteridin-6-yl)methyl group. It is a D-lysine derivative and a D-alpha-amino acid. It derives from a 2-aminopteridin-4(3H)-one.